Butyl 5-methoxy-4-((2-(6-(methoxycarbonyl)pyridin-3-yl)-4-(3,3,3-trifluoropropyl)piperazin-1-yl)methyl)-7-methyl-1H-indole-1-carboxylate COC=1C(=C2C=CN(C2=C(C1)C)C(=O)OCCCC)CN1C(CN(CC1)CCC(F)(F)F)C=1C=NC(=CC1)C(=O)OC